(7-(3-Ethoxyphenyl)-2-azaspiro[3.5]nonan-2-yl)((1s,3s)-3-hydroxy-3-methylcyclobutyl)methanone C(C)OC=1C=C(C=CC1)C1CCC2(CN(C2)C(=O)C2CC(C2)(C)O)CC1